1-(3-Fluoro-4-nitrophenyl)ethan-1-one FC=1C=C(C=CC1[N+](=O)[O-])C(C)=O